(S)-1-((oxetan-2-yl)methyl)-2-((7-(pyridin-2-ylmethoxy)-3,4-dihydroisoquinolin-2(1H)-yl)methyl)-1H-benzo[d]imidazole-6-carboxylic acid O1[C@@H](CC1)CN1C(=NC2=C1C=C(C=C2)C(=O)O)CN2CC1=CC(=CC=C1CC2)OCC2=NC=CC=C2